methyl-2-(3-chloro-5-(1-(1-methoxyisoquinolin-5-yl)-5-(trifluoromethyl)-1H-pyrazole-4-carboxamido)pyridin-2-yl)-2H-1,2,3-triazole CC1=NN(N=C1)C1=NC=C(C=C1Cl)NC(=O)C=1C=NN(C1C(F)(F)F)C1=C2C=CN=C(C2=CC=C1)OC